OCC=1C=C(C=NC1)O[C@@H](C)[C@H]1CC[C@H]2[C@@H]3CC=C4C[C@H](CC[C@@]4([C@H]3CC[C@]12C)C)O (3S,8S,9S,10R,13S,14S,17S)-17-((S)-1-((5-(hydroxymethyl)pyridin-3-yl)oxy)ethyl)-10,13-dimethyl-2,3,4,7,8,9,10,11,12,13,14,15,16,17-tetradecahydro-1H-cyclopenta[a]phenanthren-3-ol